tert-butyl ((2-(3-((1s,3s)-3-fluoro-1-(4-methyl-4H-1,2,4-triazol-3-yl)cyclobutyl)phenyl)-3-oxo-7-(trifluoromethyl)isoindolin-5-yl)methyl)(1-methylcyclobutyl)carbamate FC1CC(C1)(C1=NN=CN1C)C=1C=C(C=CC1)N1CC2=C(C=C(C=C2C1=O)CN(C(OC(C)(C)C)=O)C1(CCC1)C)C(F)(F)F